tert-butyl (5-azaspiro[2.4]heptan-7-yl)carbamate C1CC12CNCC2NC(OC(C)(C)C)=O